COC1=C(C(=CC=C1)OC)PCl (2,6-dimethoxyphenyl)chlorophosphine